6-chloro-N-{5-[(difluoromethoxy)methyl]-3-fluoropyridin-2-yl}-1H-indole-3-sulfonamide ClC1=CC=C2C(=CNC2=C1)S(=O)(=O)NC1=NC=C(C=C1F)COC(F)F